IC1=C(N)C=C(C=C1I)I 2,3,5-tri-iodoaniline